N1=C(C=CC=C1)C1=NN=C(N=N1)C1=CC=C(C=N1)COCCO 2-((6-(6-(Pyridin-2-yl)-1,2,4,5-tetrazin-3-yl)pyridin-3-yl)methoxy)ethan-1-ol